[Cl-].[Cl-].C1(=CC=CC=C1)C(C1=CC=CC=C1)=[Zr+2]C1C2=CC(=CC=C2C=2C=CC(=C(C12)C1C=CC=C1)C(C)(C)C)C(C)(C)C diphenylmethylene(1-cyclopentadienyl)(2,7-di-t-butyl-9-fluorenyl)zirconium dichloride